N(=[N+]=[N-])C([C@H](NC)C(=O)O)C1=CC=CC=C1 β-azido-methyl-L-phenylalanine